BrCC1=C(C=CC=C1)OC1CC1 1-(bromomethyl)-2-cyclopropoxybenzene